2-(7-(Ethylamino)-6-methyl-2-oxo-2H-chromen-3-yl)-4,5,6,7-tetrahydrobenzo[d]thiazole-6-carboxylic acid C(C)NC1=C(C=C2C=C(C(OC2=C1)=O)C=1SC2=C(N1)CCC(C2)C(=O)O)C